tert-butyl (4-(2-(2,3-difluoro-6-(2-morpholinothiazol-4-yl)phenoxy)acetamido)butyl)carbamate FC1=C(OCC(=O)NCCCCNC(OC(C)(C)C)=O)C(=CC=C1F)C=1N=C(SC1)N1CCOCC1